(1R,11R)-18-(difluoromethoxy)-12-methyl-5-(4,4,5,5-tetramethyl-1,3,2-dioxaborolan-2-yl)-2,9,12-triazapentacyclo[9.8.1.0^{2,10}.0^{3,8}.0^{14,19}]icosa-3(8),4,6,9,14(19),15,17-heptaene FC(OC1=CC=CC=2CN([C@H]3C4=NC=5C=CC(=CC5N4[C@@H](C12)C3)B3OC(C(O3)(C)C)(C)C)C)F